C(=O)C1=CC=C(C=C1)N1NN(CC(=C1)C1=CC=C(C=C1)C=O)C1=CC=C(C=C1)C=O 1,3,5-tris(4-formylphenyl)triazine